(R) or (S)-N'-((3-ethyl-2-(2,2,2-trifluoroethyl)-6,7-dihydro-5H-cyclopenta[b]pyridin-4-yl)carbamoyl)-3-fluoro-5-(2-hydroxypropan-2-yl)thiophene-2-sulfonimidamide C(C)C=1C(=C2C(=NC1CC(F)(F)F)CCC2)NC(=O)N=[S@](=O)(N)C=2SC(=CC2F)C(C)(C)O |o1:20|